C(C)C(C(=O)O)=CC1=CC=C(C=C1)OC ethyl-p-methoxycinnamic acid